ClC=1C=C(C=CC1)C(C(C1=CC=CC=C1)OC(N[C@H](C(=O)N[C@H](C(=O)C=1OC2=C(N1)C=CC=C2)C[C@H]2C(NCC2)=O)CCCC)=O)(F)F ((S)-1-(((S)-1-(benzo[d]oxazol-2-yl)-1-oxo-3-((S)-2-oxopyrrolidin-3-yl)propan-2-yl)amino)-1-oxohexan-2-yl)carbamic acid 2-(3-chlorophenyl)-2,2-difluoro-1-phenylethyl ester